5-(5-((E)-((1S,2S,5R)-2-fluoro-9-azabicyclo[3.3.1]non-3-ylidene)methyl)pyrazin-2-yl)-2-(1H-imidazol-1-yl)pyridin-4-ol F[C@@H]\1[C@@H]2CCC[C@H](C/C1=C\C=1N=CC(=NC1)C=1C(=CC(=NC1)N1C=NC=C1)O)N2